CC1=NC=C(\C=N\O)C=C1 (E)-6-methylnicotinaldoxime